1-amino-N'-(4-chlorophenyl)-3,3-difluorocyclobutane-1-carbohydrazide NC1(CC(C1)(F)F)C(=O)NNC1=CC=C(C=C1)Cl